N1=CC=NC2=CC(=CC=C12)CNC=1C=NC=CC1N1CCN(CC1)CCO 2-(4-(3-((quinoxalin-6-ylmethyl)amino)pyridin-4-yl)piperazin-1-yl)ethan-1-ol